FC=1C(=C(C=C2C=CC(=CC12)CC#N)O)N1S(NC(C1)=O)(=O)=O [8-fluoro-6-hydroxy-7-(1,1,4-trioxo-1λ6,2,5-thiadiazolidin-2-yl)naphthalen-2-yl]acetonitrile